(4-bromo-2-fluoro-5-methoxyphenyl)-6-chloropyrazolo[1,5-a]pyridine-3-sulfonamide BrC1=CC(=C(C=C1OC)C1=NN2C(C=CC(=C2)Cl)=C1S(=O)(=O)N)F